FC(C=1C=C(C=CC1)S(=O)(=O)N1C2CNC(C1)C2)(F)F 2-((3-(trifluoromethyl)phenyl)sulfonyl)-2,5-diazabicyclo[2.2.1]heptane